((2-(((2S)-3,3-dimethyl-1-oxo-1-((3S)-3-(2-(pyridin-3-yl)morpholine-4-carbonyl)-3,4-dihydroisoquinolin-2(1H)-yl)butan-2-yl)carbamoyl)benzo[b]thiophen-5-yl)difluoromethyl)phosphonic acid CC([C@@H](C(N1CC2=CC=CC=C2C[C@H]1C(=O)N1CC(OCC1)C=1C=NC=CC1)=O)NC(=O)C1=CC2=C(S1)C=CC(=C2)C(F)(F)P(O)(O)=O)(C)C